COC1=C(C(=CC(=C1)OC)CCCCC)S(=O)(=O)C 1,5-dimethoxy-2-(methylsulfonyl)-3-pentylbenzene